C1CC1C1=NN2C(N=C(C=C2)C2=NC(=NC=C2)N[C@@H]2CC[C@H](CC2)NC2CCOCC2)=C1 trans-N1-[4-[(3-cyclopropyl)pyrazolo[1,5-a]pyrimidin-5-yl]pyrimidin-2-yl]-N4-(tetrahydro-2H-pyran-4-yl)cyclohexane-1,4-diamine